CC1(OB(OC1(C)C)C=1C=NC(=NC1)N)C 5-(4,4,5,5-tetramethyl-1,3,2-dioxaborolan-2-yl)pyrimidine-2-amine